(2,3-dimethyl-2H-indazol-5-yl)boric acid CN1N=C2C=CC(=CC2=C1C)OB(O)O